5-chloro-6-fluoro-3-(2-(hydroxymethyl)cyclopropyl)quinazolin-4(3H)-one ClC1=C2C(N(C=NC2=CC=C1F)C1C(C1)CO)=O